OCCNC1=NC2=CC(=CC=C2C=N1)C=1C=C(C=CC1)NC(C=C)=O N-(3-{2-[(2-hydroxyethyl)amino]quinazolin-7-yl}phenyl)prop-2-enamide